[Br-].C1=CC=CC=2SC3=CC=CC=C3N(C12)CC(C)[N+](CC=C)(C)C N-(1-(10H-phenothiazin-10-yl)propan-2-yl)-N,N-dimethyl-prop-2-en-1-aminium bromide